2-{3-[2-amino-6-(2,4-difluorophenyl)-7H-pyrrolo[2,3-d]pyrimidin-4-yl]-2-(hydroxymethyl)phenyl}-6-cyclopropyl-8-fluoroisoquinolin-1(2H)-one NC=1N=C(C2=C(N1)NC(=C2)C2=C(C=C(C=C2)F)F)C=2C(=C(C=CC2)N2C(C1=C(C=C(C=C1C=C2)C2CC2)F)=O)CO